C1(=CC=CC=C1)N1N=CC(=C1C)C(=O)NN=CC1=C(C=CC=C1C)C 1-phenyl-5-methyl-N'-(1-(2,6-dimethylphenyl)methylene)-1H-pyrazole-4-carboxylic acid hydrazide